(S or R)-N-(4-fluorophenyl)-3-(4-(4-(1-hydroxyethyl)-6-(trifluoromethyl)pyridin-3-yl)phenyl)oxetane-3-carboxamide FC1=CC=C(C=C1)NC(=O)C1(COC1)C1=CC=C(C=C1)C=1C=NC(=CC1[C@H](C)O)C(F)(F)F |o1:26|